(9H-fluoren-9-yl)methyl 4-(3-(7-(difluoromethyl)-6-(1-methyl-1H-pyrazol-4-yl)-3,4-dihydroquinolin-1(2H)-yl)-4,5,6,7-tetrahydro-1H-pyrazolo[4,3-c]pyridin-1-yl)piperidine-1-carboxylate FC(C1=C(C=C2CCCN(C2=C1)C1=NN(C2=C1CNCC2)C2CCN(CC2)C(=O)OCC2C1=CC=CC=C1C=1C=CC=CC21)C=2C=NN(C2)C)F